C(C)(C)N(C(=O)C1=C(C=CC(=C1)F)N1C=C(C=2C1=CN=CC2)C(=O)C2CCN(CC2)C(=O)[C@H]2N(C[C@H]1[C@@H]2CCC1)C(=O)OC(C)(C)C)C(C)C tert-Butyl (1S,3aR,6aS)-1-(4-(1-(2-(diisopropylcarbamoyl)-4-fluorophenyl)-1H-pyrrolo[2,3-c]pyridine-3-carbonyl)piperidine-1-carbonyl)hexahydrocyclopenta[c]pyrrole-2(1H)-carboxylate